C1N(CC12COCC2)C2=CC(=NC=N2)N2NC=C(C2=O)N2N=NC=C2 2-(6-(6-oxa-2-azaspiro[3.4]oct-2-yl)pyrimidin-4-yl)-4-(1H-1,2,3-triazol-1-yl)-1,2-dihydro-3H-pyrazol-3-one